6-(4-amino-4-methylpiperidin-1-yl)-3-(2,3-dichloropyridin-4-yl)-1H-pyrazolo[3,4-b]pyridine-4-carbonitrile NC1(CCN(CC1)C=1C=C(C2=C(N1)NN=C2C2=C(C(=NC=C2)Cl)Cl)C#N)C